C1(=CC=CC=C1)NC(=O)NCCCCCCCCCCCCCCCCCC N-phenyl-N'-stearyl-urea